butanamide C(CCC)(=O)N